CC(C(=O)C1=CC=CC=C1)CC1=CC=CC=C1 2-methyl-1,3-diphenylpropan-1-one